O1C=C(C=C1)C(CN1C(CCCC1)C=1NC(=CN1)C1=CC=C(C=C1)C)C 2-(furan-3-yl)-1-(2-(5-(p-tolyl)-1H-imidazol-2-yl)piperidin-1-yl)propan